N-(1-(4,4-difluorocyclohexyl)-6-(4-fluorophenyl)-1H-pyrazolo[3,4-d]pyrimidin-4-yl)-5-nitrothiophene-2-carboxamide FC1(CCC(CC1)N1N=CC=2C1=NC(=NC2NC(=O)C=2SC(=CC2)[N+](=O)[O-])C2=CC=C(C=C2)F)F